C1(CCN1)=O R-propiolactam